(trifluoromethyl)thiophene-3-carboxylate FC(F)(F)OC(=O)C1=CSC=C1